C(C)N1N=C(C=C1NC(CC(C)(C)C)=O)CC1=CC=C(C=C1)F N-(1-ethyl-3-(4-fluorobenzyl)-1H-pyrazol-5-yl)-3,3-dimethylbutanamide